(R)-(4-((1-phenylethyl)carbamoyl)phenyl)boronic acid C1(=CC=CC=C1)[C@@H](C)NC(=O)C1=CC=C(C=C1)B(O)O